FC1=CC=C(NC(C(C)C23CC(C2)(C3)NC(=O)C3=[NH+]C=CC=C3)=O)C=C1 N-[3-[2-(4-fluoroanilino)-1-methyl-2-oxo-ethyl]-1-bicyclo[1.1.1]pentanyl]pyridin-1-ium-2-carboxamide